6-amino-3,3-dimethyl-3,4-dihydronaphthalen NC=1C=C2CC(C=CC2=CC1)(C)C